4-chloro-2-(1,1-difluoroethyl)pyridine ClC1=CC(=NC=C1)C(C)(F)F